(R)-6-chloro-3-((1-(2-cyano-3-(4-cyanoisoindolin-2-yl)-7-methylquinoxalin-5-yl)ethyl)amino)picolinic acid ClC1=CC=C(C(=N1)C(=O)O)N[C@H](C)C1=C2N=C(C(=NC2=CC(=C1)C)C#N)N1CC2=CC=CC(=C2C1)C#N